1-(6-((4-cyanobenzyl)oxy)-4-(piperidine-1-carbonyl)quinoline-2-carbonyl)-4-phenyl-piperidine-4-carbonitrile C(#N)C1=CC=C(COC=2C=C3C(=CC(=NC3=CC2)C(=O)N2CCC(CC2)(C#N)C2=CC=CC=C2)C(=O)N2CCCCC2)C=C1